(2E)-1-{1-methyl-1H,2H,3H,4H,9H-pyrido[3,4-b]indol-2-yl}-3-phenylprop-2-en-1-one CC1N(CCC2=C1NC1=CC=CC=C21)C(\C=C\C2=CC=CC=C2)=O